C1(CC1)N1CCC(CC1)N1CCC(CC1)C1=CC=C(C=C1)C=1C=C(C2=C(N(C(=N2)C2=CC=C(C=C2)S(=O)(=O)C)C)C1)C 6-(4-(1'-Cyclopropyl-[1,4'-bipiperidin]-4-yl)phenyl)-1,4-dimethyl-2-(4-(methylsulfonyl)phenyl)-1H-benzo[d]imidazol